3-(1-Methyl-1H-indazol-6-yl)-6-(piperidin-4-yl)-1,4-dihydrothieno[2',3':4,5]cyclopenta[1,2-c]pyrazole CN1N=CC2=CC=C(C=C12)C=1C2=C(NN1)C1=C(C2)SC(=C1)C1CCNCC1